CN1C(C(=C(C2=CC=CC=C12)N1[C@H](C[C@H](CC1)C=1OC2=C(N1)C=C(C=C2)C)C)C#N)=O 1-Methyl-4-[(2S,4S)-2-methyl-4-(5-methyl-1,3-benzooxazol-2-yl)piperidin-1-yl]-2-oxo-1,2-dihydro-quinoline-3-carbonitrile